C(C)N1N=C2C(NC(C(=C2N[C@@H](CC)C2=NC=CC=N2)C2=NC3=C(N2)C=C(C=C3)N3CCOCC3)=O)=C1 (S)-2-Ethyl-6-(6-morpholino-1H-benzo[d]imidazol-2-yl)-7-((1-(pyrimidin-2-yl)propyl)amino)-2H-pyrazolo[4,3-b]pyridin-5(4H)-one